8-methyl-8-azabicyclo[3.2.1]oct-3-yl 3-hydroxy-2-phenylpropionate OCC(C(=O)OC1CC2CCC(C1)N2C)C2=CC=CC=C2